(Z)-2-cyano-3-hydroxy-3-(5-methylisoxazol-4-yl)-N-[4-(pyrimidin-2-ylsulfamoyl)phenyl]prop-2-enamide C(#N)/C(/C(=O)NC1=CC=C(C=C1)S(NC1=NC=CC=N1)(=O)=O)=C(\C=1C=NOC1C)/O